C(#N)[C@H](C)N1N=C(C(=C1)NC=O)OC1CC1 (S)-N-(1-(1-cyanoethyl)-3-cyclopropoxy-1H-pyrazol-4-yl)carboxamide